oxetan-3-yl 4-{2-[(4-{[6-(5-chloro-2-fluorophenyl)-3-methylpyridazin-4-yl]amino}pyridin-2-yl)carbamoyl]ethyl}-1-methylpiperazine-2-carboxylate ClC=1C=CC(=C(C1)C1=CC(=C(N=N1)C)NC1=CC(=NC=C1)NC(=O)CCN1CC(N(CC1)C)C(=O)OC1COC1)F